Hex-yltrimethoxysilane C(CCCCC)[Si](OC)(OC)OC